3-(5-cyclopropyl-1,2-oxazol-3-yl)-1H-pyrazolo[3,4-d]pyrimidin-4-amine C1(CC1)C1=CC(=NO1)C1=NNC2=NC=NC(=C21)N